Dimethyl({2H,3H,4H-thieno[3,4-b]pyran-4-yl}methyl)amine hydrochloride Cl.CN(CC1C=2C(OCC1)=CSC2)C